C(C)OC(=O)C=1C(=NN(C1)C(C)=O)OCCOCC 1-acetyl-3-(2-ethoxyethoxy)-1H-pyrazole-4-carboxylic acid ethyl ester